2,2-difluoro-N,N-dimethyl-2-(5-((2R,5S)-5-methylpiperidin-2-yl)benzo[d]thiazol-2-yl)ethanamine FC(CN(C)C)(C=1SC2=C(N1)C=C(C=C2)[C@@H]2NC[C@H](CC2)C)F